dihydroxynaphthalenedione OC1=C(C(C(C2=CC=CC=C12)=O)=O)O